2,4-Difluoro-6-(1,1,2,2,2-pentafluoroethyl)-1,3,5-triazine FC1=NC(=NC(=N1)F)C(C(F)(F)F)(F)F